C(C)C(CC(=O)NC(C(=O)O)CCN(CCCCC1=NC=2NCCCC2C=C1)CCF)CC 2-(3-ethylpentanoylamino)-4-[2-fluoroethyl-[4-(5,6,7,8-tetrahydro-1,8-naphthyridin-2-yl)butyl]amino]butanoic acid